7-morpholino-5-(((1s,4s)-4-(pyrimidin-2-ylamino)cyclohexyl)oxy)-1,6-naphthyridine-3-carbonitrile O1CCN(CC1)C1=NC(=C2C=C(C=NC2=C1)C#N)OC1CCC(CC1)NC1=NC=CC=N1